6-dimethylamino-4-quinazolinon CN(C=1C=C2C(NC=NC2=CC1)=O)C